CC1=NN2C(C(N(C3=C2C=CN=C3N)C)([2H])[2H])=C1 2,5-dimethyl-4,5-dihydropyrazolo[1,5-a]pyrido[3,4-e]pyrazin-4,4-d2-6-amine